O1C=NC(=C1)CN1C=NC2=C1C=C(C=C2)C(=O)O 1-(1,3-oxazol-4-ylmethyl)-1H-benzimidazole-6-carboxylic acid